4-hydroxyphenyl-methyl(1-naphthalenylmethyl)sulfonium hexafluorophosphate F[P-](F)(F)(F)(F)F.OC1=CC=C(C=C1)[S+](CC1=CC=CC2=CC=CC=C12)C